C1CCC12CN(CC2)C2=C(N=NC(=C2)C=2C(NC(NC2)=O)=O)C#N 4-(6-azaspiro[3.4]octan-6-yl)-6-(2,4-dioxo-1H-pyrimidin-5-yl)pyridazine-3-carbonitrile